C(CCCCCCC)NCC(=O)O octanyl-glycine